Niobium-Titanium Oxide [O-2].[Ti+4].[Nb+5]